CN(CC(C)O)CC(C)O 1,1'-(N-methylimino)di-2-propanol